4-[4-(6-Aminopyridazin-3-yl)piperidine-1-carbonyl]-2-methoxyphenylboronic acid NC1=CC=C(N=N1)C1CCN(CC1)C(=O)C1=CC(=C(C=C1)B(O)O)OC